NC=1N=C(C2=C(N1)C=C(C=N2)C2=CC(NC=C2CN(C)CCC=C)=O)N[C@@](CO)(CCCC)C (R)-4-(2-amino-4-((1-hydroxy-2-methylhexan-2-yl)amino)pyrido[3,2-d]pyrimidin-7-yl)-5-((but-3-en-1-yl(methyl)amino)methyl)pyridin-2(1H)-one